2-((1R,5S,6R)-3-(5-((S)-2-methylazetidin-1-yl)pyrido[3,4-b]pyrazin-7-yl)-3-azabicyclo[3.1.0]hexane-6-yl)ethyl acetate C(C)(=O)OCCC1[C@@H]2CN(C[C@H]12)C1=CC=2C(=NC=CN2)C(=N1)N1[C@H](CC1)C